Ethyl (4-(chlorosulfonyl)-2-nitrophenyl)(methyl)carbamate ClS(=O)(=O)C1=CC(=C(C=C1)N(C(OCC)=O)C)[N+](=O)[O-]